C(C)NC(C=CCCCC)=O N-ethylheptenamide